ISOCARBOSTYRIL C1(=O)NC=CC2=CC=CC=C12